2-(5-Fluoropyridin-2-yl)-6,6-dimethyl-3-(3-methylpyrazolo[1,5-a]pyridin-5-yl)-6,7-dihydro-4H-pyrazolo[5,1-c][1,4]oxazine FC=1C=CC(=NC1)C1=NN2C(COC(C2)(C)C)=C1C1=CC=2N(C=C1)N=CC2C